CN1N=C2C(=CC(=CC2=C1)C1=NC2=CC=C(C=C2C(N1)=O)N(C1CCNCC1)C)C 2-(2,7-dimethyl-2H-indazol-5-yl)-6-(methyl(piperidin-4-yl)amino)quinazolin-4(3H)-one